(S)-2-amino-1-phenylethan-1-ol NC[C@@H](O)C1=CC=CC=C1